ditrimethylolpropane phosphate ethylenediamine salt C(CN)N.P(=O)(O)(O)O.C(O)C(CC)(CO)CO.C(O)C(CC)(CO)CO